3,7-difluoro-5-hydroxy-1-naphthoic acid FC=1C=C(C2=CC(=CC(=C2C1)O)F)C(=O)O